butyl-3-methylimidazole triflate salt OS(=O)(=O)C(F)(F)F.C(CCC)C1=NC=CN1C